5-{5-Methyl-2-[6-(piperazine-1-carbonyl)-pyridin-3-ylamino]-pyrimidin-4-ylamino}-3H-benzooxazol-2-one CC=1C(=NC(=NC1)NC=1C=NC(=CC1)C(=O)N1CCNCC1)NC=1C=CC2=C(NC(O2)=O)C1